(Z)-5-fluoro-3-(2-nitroprop-1-en-1-yl)-1H-indole FC=1C=C2C(=CNC2=CC1)\C=C(\C)/[N+](=O)[O-]